N-[4-[(3-chloro-4-fluorophenyl)amino]-7-(difluoromethoxy)-6-quinazolinyl]-4-(dimethylamino)-2-butenamide ClC=1C=C(C=CC1F)NC1=NC=NC2=CC(=C(C=C12)NC(C=CCN(C)C)=O)OC(F)F